((2R,3S,4R,5R)-5-(6-chloro-4-((3aR,6aS)-hexahydrocyclopenta[c]pyrrol-2(1H)-yl)-1H-pyrazolo[3,4-b]pyridin-1-yl)-3-(difluoromethyl)-3,4-dihydroxytetrahydrofuran-2-yl)methyl benzoate C(C1=CC=CC=C1)(=O)OC[C@H]1O[C@H]([C@@H]([C@@]1(O)C(F)F)O)N1N=CC=2C1=NC(=CC2N2C[C@@H]1[C@H](C2)CCC1)Cl